3-tert-Butoxycarbonyl-1-[5-(1-piperidylmethyl)-5,6-dihydro-1,4,2-dioxazin-3-yl]-3-azabicyclo[3.2.0]heptane-5-carboxylic acid C(C)(C)(C)OC(=O)N1CC2(CCC2(C1)C(=O)O)C1=NOCC(O1)CN1CCCCC1